O=C1N(CC2=CC(=CC=C12)C1CCN(CC1)CC1CCC(CC1)C(F)(F)F)C1C(NC(CC1)=O)=O 3-(1-oxo-5-(1-((4-(trifluoro-methyl)cyclohexyl)methyl)piperidin-4-yl)isoindolin-2-yl)piperidine-2,6-dione